N-[(1S)-1-(5-fluoro-3-pyridinyl)-3-hydroxy-propyl]-N-hydroxy-carbamic acid tert-butyl ester C(C)(C)(C)OC(N(O)[C@@H](CCO)C=1C=NC=C(C1)F)=O